FC1=C(C=CC=C1)C=1C=C2CCN(C(C2=CC1)=O)C=1C=CC(=C(C1)NS(=O)(=O)C)O N-(5-(6-(2-fluorophenyl)-1-oxo-3,4-dihydroisoquinolin-2(1H)-yl)-2-hydroxyphenyl)methanesulfonamide